(3,5-dichloro-4-((2-(4-chlorobenzyl)-1-oxo-1,2,3,4-tetrahydroisoquinolin-6-yl)oxy)phenyl)-1,2,4-triazine-3,5(2H,4H)-dione ClC=1C=C(C=C(C1OC=1C=C2CCN(C(C2=CC1)=O)CC1=CC=C(C=C1)Cl)Cl)N1N=CC(NC1=O)=O